(+)-γ-cadinene CC1=C[C@@H]2[C@@H](CC1)C(=C)CC[C@H]2C(C)C